4-(4-methoxyphenyl)-6-phenyl-1,3,5-triazin COC1=CC=C(C=C1)C1=NC=NC(=N1)C1=CC=CC=C1